1-(Propan-2-yl-1,1,1,3,3,3-d6)piperazine C(C(C([2H])([2H])[2H])N1CCNCC1)([2H])([2H])[2H]